((S)-1-[3-ethyl-7-[[6-(2-piperazin-1-ylethoxy)-3-pyridyl]methylamino]pyrazolo[1,5-a]pyrimidin-5-yl]-2-piperidyl)ethanol C(C)C=1C=NN2C1N=C(C=C2NCC=2C=NC(=CC2)OCCN2CCNCC2)N2[C@@H](CCCC2)C(C)O